(E)-1,4-dihydro-4-oxoquinoline-3-carboxylic acid ethyl ester C(C)OC(=O)C1=CNC2=CC=CC=C2C1=O